N1(CCOCC1)C(=O)O[C@@H]1CC[C@H](CC1)C(N(C1=NC=CC(=C1)C=1C=NN(C1)C(C)C)C[C@@H]1CC[C@H](CC1)C1=CC(=C(C=C1)OC)C#N)=O trans-4-(((trans-4-(3-Cyano-4-methoxyphenyl)cyclohexyl)methyl)(4-(1-isopropyl-1H-pyrazol-4-yl)pyridin-2-yl)carbamoyl)cyclohexyl morpholine-4-carboxylate